[C@@H]1([C@@H](O)[C@@H](O)[C@H](O)[C@H](O1)CO)C(C(=O)N)(O)CO β-mannosylglyceramide